2-[[5-[4-iodo-6-[(3R)-3-methylmorpholin-4-yl]pyrazolo[3,4-b]pyridin-1-yl]pyrazol-1-yl]methoxy]ethyltrimethylsilane IC1=C2C(=NC(=C1)N1[C@@H](COCC1)C)N(N=C2)C2=CC=NN2COCC[Si](C)(C)C